COC1=NC=NC(=C1C=1OC=2C(=NC=CC2N1)CC1=CC=C(C=C1)C=1N(C=C(N1)C(F)(F)F)C)C 2-(4-methoxy-6-methylpyrimidin-5-yl)-4-(4-(1-methyl-4-(trifluoromethyl)-1H-imidazol-2-yl)benzyl)oxazolo[5,4-c]pyridine